CC1(CC1)[C@@H]1C[C@@H](C=2N1N=CC2)NCC[C@]2(CCOC1(CCCC1)C2)C2=NC=CC=C2 (4S,6S)-6-(1-methylcyclopropyl)-N-(2-((R)-9-(pyridin-2-yl)-6-oxaspiro[4.5]decan-9-yl)ethyl)-5,6-dihydro-4H-pyrrolo[1,2-b]pyrazol-4-amine